[Cu].[Zn].[Si] silicon-zinc-copper